tert-Butyl 4-bromo-2-fluorobenzoate BrC1=CC(=C(C(=O)OC(C)(C)C)C=C1)F